[Na+].[H-] Hydride sodium